Cl.CC1CNCCC1N1C(CCC1)=O 1-(3-methylpiperidin-4-yl)pyrrolidin-2-one hydrochloride